COC([C@H]1N(CCC1)C1=CC=NC2=C(C(=CC=C12)[N+](=O)[O-])O)=O (8-hydroxy-7-nitroquinolin-4-yl)-L-proline methyl ester